N-[(1R)-1-(4-cyano-2-fluorophenyl)ethyl]-2-[8-methyl-6-oxo-2-(trifluoromethyl)-5H-pyrido[3,2-d]pyrimidin-7-yl]acetamide C(#N)C1=CC(=C(C=C1)[C@@H](C)NC(CC1=C(C=2N=C(N=CC2NC1=O)C(F)(F)F)C)=O)F